C(#N)C1=CC=C(C=C1)C1=CCC(CN(C1)S(=O)(=O)C1=CC=C(C)C=C1)O 6-(4-cyanophenyl)-1-p-toluenesulfonyl-2,3,4,7-tetrahydro-1H-azepin-3-ol